tert-butyl N-[(3R)-1-[(2-{[4-(4-chloro-7-{[2-(trimethylsilyl)ethoxy]methyl}-7H-pyrrolo[2,3-d]pyrimidin-6-yl)phenyl]carbamoyl}pyridin-4-yl)methyl]piperidin-3-yl]carbamate ClC=1C2=C(N=CN1)N(C(=C2)C2=CC=C(C=C2)NC(=O)C2=NC=CC(=C2)CN2C[C@@H](CCC2)NC(OC(C)(C)C)=O)COCC[Si](C)(C)C